ClC1=C(C=CC=C1Cl)N1C(=NC=CC1=O)C 3-(2,3-dichlorophenyl)-2-methyl-3,4-dihydropyrimidin-4-one